C(C)(C)(C)OC(=O)N([C@@H](CSC(C1=CC=CC=C1)(C1=CC=CC=C1)C1=CC=CC=C1)C(=O)O)C (tert-butoxycarbonyl)-N-methyl-S-trityl-L-cysteine